(3-fluoro-5,6,7,8-tetrahydro-1,6-naphthyridin-2-yl)phosphonic Acid Hydrochloride Cl.FC=1C(=NC=2CCNCC2C1)P(O)(O)=O